C1CC(=O)N(C1=O)OC(=O)ON2C(=O)CCC2=O N,N'-Disuccinimidyl Carbonate